FC1=C(C(=O)C=2C=CC(=C(C(=O)OC)C2)[N+](=O)[O-])C(=CC=C1NC(C(F)(F)F)=O)F methyl 5-[2,6-difluoro-3-[(2,2,2-trifluoroacetyl) amino]benzoyl]-2-nitro-benzoate